C(C)C1=CC=C(OC2=CC=C(C=C2)[C@H]2CCCN3C2=NS(CC3)(=O)=O)C=C1 (9R)-9-[4-(4-ethylphenoxy)phenyl]-3,4,6,7,8,9-hexahydropyrido[2,1-c][1,2,4]thiadiazine 2,2-dioxide